(S)-(4-(4-(4-amino-3,5-dimethyl-1H-pyrazol-1-yl)-5-fluoropyrimidin-2-yl)piperazin-1-yl)(5-(3,5-difluorophenyl)-4,5-dihydro-1H-pyrazol-1-yl)methanone NC=1C(=NN(C1C)C1=NC(=NC=C1F)N1CCN(CC1)C(=O)N1N=CC[C@H]1C1=CC(=CC(=C1)F)F)C